Methyl 1-(3-((6-fluoro-3-((4-methoxybenzyl)thio)naphthalen-1-yl)oxy)propyl)-4-(3-(hydroxymethyl)-1,5-dimethyl-1H-pyrazol-4-yl)-3,5-dimethyl-1H-indole-2-carboxylate FC=1C=C2C=C(C=C(C2=CC1)OCCCN1C(=C(C2=C(C(=CC=C12)C)C=1C(=NN(C1C)C)CO)C)C(=O)OC)SCC1=CC=C(C=C1)OC